Cl\C=C/C(=O)N1C[C@H](NCC1)C1=CC(=CC(=C1)C1=NC=C(C=N1)F)Cl (R,Z)-3-chloro-1-(3-(3-chloro-5-(5-fluoropyrimidin-2-yl)phenyl)piperazin-1-yl)prop-2-en-1-one